CN1N=CC(=C1C1=CC(=CC=C1)[N+](=O)[O-])C(=O)NNS(=O)(=O)CNC 1-methyl-N-[(methylaminomethylsulfonyl)amino]-5-(3-nitrophenyl)pyrazole-4-carboxamide